Dimethylzirconium [2',2'''-(pyridine-2,6-diyl)bis((3-adamantan-1-yl)-5-(tert-butyl)-[1,1'-biphenyl]-2-olate)] N1=C(C=CC=C1C1=C(C=CC=C1)C=1C(=C(C=C(C1)C(C)(C)C)C12CC3CC(CC(C1)C3)C2)[O-])C2=C(C=CC=C2)C=2C(=C(C=C(C2)C(C)(C)C)C23CC1CC(CC(C2)C1)C3)[O-].C[Zr+2]C